4,4,5,5-tetramethyl-2-[4-[2,2,2-trifluoroethoxy]-phenyl]-1,3,2-dioxaborolane CC1(OB(OC1(C)C)C1=CC=C(C=C1)OCC(F)(F)F)C